1,3-propyleneglycol bis(4-aminobenzoate) NC1=CC=C(C(=O)OCCCOC(C2=CC=C(C=C2)N)=O)C=C1